2-(6-(bis(4-methoxybenzyl)amino)-2-butoxy-5-nitropyrimidin-4-yl)-7-bromoheptanoic acid ethyl ester C(C)OC(C(CCCCCBr)C1=NC(=NC(=C1[N+](=O)[O-])N(CC1=CC=C(C=C1)OC)CC1=CC=C(C=C1)OC)OCCCC)=O